butanoic acid hydrobromide Br.C(CCC)(=O)O